2-(3-chloro-5-(4,4,5,5-tetramethyl-1,3,2-dioxaborolan-2-yl)phenoxy)-N,N-dimethylethanamine ClC=1C=C(OCCN(C)C)C=C(C1)B1OC(C(O1)(C)C)(C)C